CC=C(C(=O)[O-])C C3-Methylmethacrylat